C(C1=CC=CC=C1)C1=C(C(=NN1C)NC(C[C@@H]1C(C(C1)(F)F)(F)F)=O)C1CCC1 (S)-N-(5-benzyl-4-cyclobutyl-1-methyl-1H-pyrazol-3-yl)-2-(2,2,3,3-tetrafluorocyclobutyl)acetamide